5-((4-(2-(4-Chloro-3,5-diphenyl-1H-pyrazolo[3,4-c]pyridazin-1-yl)ethyl)piperazin-1-yl)-5-oxopentyl)tetrahydro-1H-thieno[3,4-d]imidazol-2(3H)-one ClC1=C2C(=NN=C1C1=CC=CC=C1)N(N=C2C2=CC=CC=C2)CCN2CCN(CC2)C(CCCCS2CC1NC(NC1C2)=O)=O